5-cyano-1,2,3,4-tetrahydronaphthalen C(#N)C1=C2CCCCC2=CC=C1